CC1(OC=2C=C(C(=C(C2C2C1CCC(=C2)C)O)C2C=COC=C2)CCCCC)C 6,6,9-trimethyl-3-pentyl-2-(4H-pyran-4-yl)-6a,7,8,10a-tetrahydro-6H-benzo[c]chromen-1-ol